NC1=C(C=C(C2=CC=CC=C12)S(=O)(=O)O)N=NC=1C=CC(=NC1)C1=CC=C(C=C1)C(CCC(=O)O)=O 4-{4-[5-(1-Amino-4-sulfonaphthalen-2-ylazo)pyridin-2-yl]phenyl}-4-oxobutanoic acid